FC(C=1C=C(C=C(C1)C(F)(F)F)NC(=S)NCCO)(F)F 1-(3,5-bis(trifluoromethyl)phenyl)-3-(2-hydroxyethyl)thiourea